(S)-1-((S)-5-fluoroisochroman-1-yl)ethan-1-amine FC1=C2CCO[C@@H](C2=CC=C1)[C@H](C)N